6-{4-[1-(2,6-dioxopiperidin-3-yl)-3-methyl-2-oxo-1,3-benzodiazol-5-yl]phenyl}-2,6-diazaspiro[3.3]heptane-2-carboxylic acid tert-butyl ester C(C)(C)(C)OC(=O)N1CC2(C1)CN(C2)C2=CC=C(C=C2)C2=CC1=C(N(C(N1C)=O)C1C(NC(CC1)=O)=O)C=C2